BrC1=CC=2N(C=C1C)N=C(C2NC=2SC(=C(N2)C2=CC=C(C=C2)F)C#N)C2CC2 2-((5-bromo-2-cyclopropyl-6-methylpyrazolo[1,5-a]pyridin-3-yl)amino)-4-(4-fluorophenyl)thiazole-5-carbonitrile